BrC=1C(=C(C(=O)OC)C(=C(C1)C(C)(C)C)F)O methyl 3-bromo-5-(tert-butyl)-6-fluoro-2-hydroxybenzoate